Cl.NCCNCCNCCN triethylenetetramine hydrochloride salt